The molecule is a dicarboxylic acid anion obtained by deprotonation of both carboxy groups of gibberellin A53. It is a dicarboxylic acid dianion and a gibberellin carboxylic acid anion. It is a conjugate base of a gibberellin A53. C[C@@]12CCC[C@@]([C@H]1[C@@H]([C@]34[C@H]2CC[C@](C3)(C(=C)C4)O)C(=O)[O-])(C)C(=O)[O-]